ClC1=CC(=C(C=C1)B1OC(C(O1)(C)C)(C)C)C(F)F 2-(4-chloro-2-(difluoromethyl)phenyl)-4,4,5,5-tetramethyl-1,3,2-dioxaborolane